ClC1=C(C=CC(=C1)F)S(=O)(=O)Cl 2-chloro-4-fluoro-benzene-sulfonyl chloride